FC(OC1=CC=C(C=C1)C1=NOC(=N1)NC=1N=CC(=NC1)C#N)(F)F 5-((3-(4-(Trifluoromethoxy)phenyl)-1,2,4-oxadiazol-5-yl)amino)pyrazine-2-carbonitrile